CNC(CCCCCCCCCCCCC)=O N-methyl-myristamide